2-(2,5-dimethoxyphenyl)-3-phenoxyquinoline COC1=C(C=C(C=C1)OC)C1=NC2=CC=CC=C2C=C1OC1=CC=CC=C1